O1CCN(CC1)C=1C2=C(N=C(N1)N/N=C/C=1C=C(C=CC1)C)SC(=C2)C2=CC=CC=C2 4-morpholino-N-[(E)-m-tolylmethyleneamino]-6-phenyl-thieno[2,3-d]pyrimidin-2-amine